C(C1=CC=CC=C1)(=O)N1C(SC(C1=O)=CC1=C(C=C(C=C1)O)O)=NC1=CC=C(C(=O)O)C=C1 4-((3-benzoyl-5-(2,4-dihydroxybenzylidene)-4-oxothiazolidin-2-ylidene)amino)benzoic acid